tris-(2-methoxymethoxyethyl)amine COCOCCN(CCOCOC)CCOCOC